C(C=CC=CC=CC=CC=CC=CCCCCCCCCC)(=O)N(C(CCCC)=O)OC(C(C)C1=CC2=CC=C(C=C2C=C1)OC)=O (6-methoxy-2-naphthyl)-propionic acid-(docosahexenoyl-5-pentanoylamino) ester